1,3-dimethyl-2-oxo-2,3-dihydro-1H-benzo[d]imidazol CN1C(N(C2=C1C=CC=C2)C)=O